CC(C(=O)OC1=CC=C2C(C=C(OC2=C1OC(C(C)(C)C)=O)C1=CC=CC=C1)=O)(C)C 4-oxo-2-phenyl-4H-chromene-7,8-diyl bis(2,2-dimethylpropanoate)